[(difluoromethyl)sulfonyl]piperidin FC(S(=O)(=O)N1CCCCC1)F